5-amino-2-((1s,3s)-3-(dimethylamino)cyclobutoxy)nicotinonitrile NC=1C=NC(=C(C#N)C1)OC1CC(C1)N(C)C